OCC(CO)(CO)NCC=1C=C(C=C(C1)CCP([O-])([O-])=O)CCP([O-])([O-])=O.[Na+].[Na+].[Na+].[Na+] sodium ((5-(((1,3-dihydroxy-2-(hydroxymethyl) propan-2-yl)amino)methyl)-1,3-phenylene)bis(ethane-2,1-diyl))bis(phosphonate)